N-(3-chloro-4-(trifluoromethoxy)phenyl)-3-oxo-3,5,6,7,8,9-hexahydro-2H-6,9-epiminocyclohepta[c]pyridine-10-carboxamide ClC=1C=C(C=CC1OC(F)(F)F)NC(=O)N1C2CC=3C(=CNC(C3)=O)C1CC2